3-bromo-2-hydroxypyridine BrC=1C(=NC=CC1)O